3-(trans-3-(4-(3-methylpyridin-2-yl)-1H-pyrazol-1-yl)cyclobutyl)propan-1-amine CC=1C(=NC=CC1)C=1C=NN(C1)[C@@H]1C[C@H](C1)CCCN